COC1=C2C(NC(=NC2=CC(=C1)OC)C1=CC=C(C=C1)N1CCC(CC1)CN1C2CN(CC1C2)C=2C=C1C(N(C(C1=CC2)=O)C2C(NC(CC2)=O)=O)=O)=O 5-(6-((1-(4-(5,7-dimethoxy-4-oxo-3,4-dihydroquinazolin-2-yl)phenyl)piperidin-4-yl)methyl)-3,6-diazabicyclo[3.1.1]heptan-3-yl)-2-(2,6-dioxopiperidin-3-yl)isoindoline-1,3-dione